(3-(((tert-butoxyoxycarbonyl)amino)propyl)(6-((2-octyldecyl)oxy)-6-oxohexyl)amino)octanoate C(C)(C)(C)OOC(=O)NCCCC(CCNC(C(=O)[O-])CCCCCC)CCC(=O)OCC(CCCCCCCC)CCCCCCCC